C1(=C(C=CC=C1)NC1=CC=NC2=CC(=CC=C12)NC1=CC(=CC=C1)OC)C N4-(o-Tolyl)-N7-(3-methoxyphenyl)chinolin-4,7-diamin